4-fluoro-1-isopropyl-1H-imidazol FC=1N=CN(C1)C(C)C